N-methyl-3-(1-methylimidazol-4-yl)-4-[(5-sec-butyl-2-pyridinyl)amino]Benzenesulfonamide CNS(=O)(=O)C1=CC(=C(C=C1)NC1=NC=C(C=C1)C(C)CC)C=1N=CN(C1)C